C(C)OC1=C(C(=O)C2=CC=C(C=C2)O)C=CC(=C1)OCC 2,4-diethoxy-4'-hydroxybenzophenone